2-(benzyloxy)-4-fluoro-1-nitrobenzene C(C1=CC=CC=C1)OC1=C(C=CC(=C1)F)[N+](=O)[O-]